2-methyl-2-{4-[12-methyl-4-(pyridin-4-yl)-8,11,13,14,16-pentaaza-tetracyclo[8.6.0.02,7.011,15]-hexadec-1(10),2,4,6,8,12,14-heptaen-16-yl]Phenyl}propionitrile CC(C#N)(C)C1=CC=C(C=C1)N1C2=NN=C(N2C=2C=NC3=CC=C(C=C3C12)C1=CC=NC=C1)C